N1C(=O)C(=O)C2=CC=C(C=C12)C(=O)OC methyl isatin-6-carboxylate